butanoic acid 2-methylpropan-2-yl ester CC(C)(C)OC(CCC)=O